BrC1=CC=C(C=C1)/C=C/C(=O)OC1=C(C=C(\C=N\C(C(=O)O)C(CC)C)C=C1OC)Cl 2-((E)-((E)-4-((E)-3-(4-bromophenyl)acryloyloxy)-3-chloro-5-methoxybenzylidene)amino)-3-methylpentanoic acid